(2-oxo-1H-benzo[c]indol-3-yl) trifluoromethanesulfonate FC(S(=O)(=O)OC=1C(CC23C(=CN=C2C1)C=CC=C3)=O)(F)F